O1C(=NC2=C1C=CC=C2)C=2N=C(N(C(C2O)=O)C)N2CC1=CC=C(C=C1C2C2=CC=CC=C2)C(=O)N 2-(4-(benzo[d]oxazol-2-yl)-5-hydroxy-1-methyl-6-oxo-1,6-dihydropyrimidin-2-yl)-3-phenylisoindoline-5-carboxamide